3-(sec-butyl)-4-(4-(dimethylamino)piperidine-1-carbonyl)-1,3,4,5-tetrahydro-2H-benzo[1,4]diazepin-2-one C(C)(CC)C1C(NC2=C(CN1C(=O)N1CCC(CC1)N(C)C)C=CC=C2)=O